(1S,2R)-2-((S)-5-bromo-8-((5-cyano-1-ethyl-1H-imidazol-4-yl)methoxy)-1-((1-oxoisoindolin-2-yl)methyl)-1,2,3,4-tetrahydro-isoquinoline-2-carbonyl)cyclohexane-1-carboxylic acid BrC1=C2CCN([C@@H](C2=C(C=C1)OCC=1N=CN(C1C#N)CC)CN1C(C2=CC=CC=C2C1)=O)C(=O)[C@H]1[C@H](CCCC1)C(=O)O